5-[4-(methoxymethoxy)phenyl]-3-methyl-1,2-thiazole-4-carboxylic acid COCOC1=CC=C(C=C1)C1=C(C(=NS1)C)C(=O)O